(Z)-4-oxo-4-((9-oxo-2-(trifluoromethyl)-9H-indeno[2,1-d]pyrimidine-7-yl)amino)but-2-enoic acid O=C(\C=C/C(=O)O)NC1=CC=2C(C=3N=C(N=CC3C2C=C1)C(F)(F)F)=O